2-[4-(2,3-Dichlorobenzoyl)piperazinyl]Benzothiazole-6-carboxylic acid ethyl ester C(C)OC(=O)C1=CC2=C(N=C(S2)N2CCN(CC2)C(C2=C(C(=CC=C2)Cl)Cl)=O)C=C1